tetradecyl-hexamethyldisiloxane C(CCCCCCCCCCCCC)C[Si](O[Si](C)(C)C)(C)C